5-(1-(2,2-difluoroethyl)-1H-benzo[d][1,2,3]triazol-6-yl)-4-methoxy-N-(1,4-dioxaspiro[4.5]decan-8-yl)-7H-pyrrolo[2,3-d]pyrimidin-2-amine FC(CN1N=NC2=C1C=C(C=C2)C2=CNC=1N=C(N=C(C12)OC)NC1CCC2(OCCO2)CC1)F